6-bromo-4-(3-fluoro-4-((1R,5S)-8-methyl-3,8-diazabicyclo[3.2.1]octan-3-yl)phenyl)quinazoline BrC=1C=C2C(=NC=NC2=CC1)C1=CC(=C(C=C1)N1C[C@H]2CC[C@@H](C1)N2C)F